CC1CN(CC(C1)C)C=1C=C(C=CC1C(=O)N1CCS(CC1)(=O)=O)NC(=O)C1CC1 N-[3-[3,5-dimethylpiperidin-1-yl]-4-(1,1-dioxo-1,4-thiazinan-4-carbonyl)phenyl]cyclopropanecarboxamide